COC=1C(=CC=2C(=C3C(=NC2C1)CCC3)N[C@H]3CN(CC3)C)OC (3R)-N-{6,7-dimethoxy-1H,2H,3H-cyclopenta[b]quinolin-9-yl}-1-methylpyrrolidin-3-amine